N,N,2-trimethyl-7-(pyrrolidin-1-yl)-4-(2,2,2-trifluoroethoxy)pyrido[2,3-d]pyrimidine-6-carboxamide CN(C(=O)C1=CC2=C(N=C(N=C2OCC(F)(F)F)C)N=C1N1CCCC1)C